2-amino-2-(1-nonyl-1H-1,2,3-triazol-4-yl)propane-1,3-diol NC(CO)(CO)C=1N=NN(C1)CCCCCCCCC